4-(hydroxy(phenyl)methyl)-6-methyl-7-oxo-1-tosyl-6,7-dihydro-1H-pyrrolo[2,3-c]pyridine-2-carboxylic acid ethyl ester C(C)OC(=O)C1=CC2=C(C(N(C=C2C(C2=CC=CC=C2)O)C)=O)N1S(=O)(=O)C1=CC=C(C)C=C1